10-methacryloyloxy-decyl dihydrogen phosphate P(=O)(OCCCCCCCCCCOC(C(=C)C)=O)(O)O